C(C)(C)C1=C(C=C(C=C1)C)[O-].[Na+] sodium 2-isopropyl-5-methylphenolate